N-(3,5-dichloro-4-methylphenyl)acetamide ClC=1C=C(C=C(C1C)Cl)NC(C)=O